(2S)-methyl 2-(2-(7-chloro-1H-indole-2-carbonyl)-2-azaspiro[4.5]decane-3-carboxamido)-3-((S)-2-oxopiperidin-3-yl)propanoate ClC=1C=CC=C2C=C(NC12)C(=O)N1CC2(CC1C(=O)N[C@H](C(=O)OC)C[C@H]1C(NCCC1)=O)CCCCC2